(2S,3R,4S)-4-fluoro-3-[(methanesulfonyl)-amino]-N,N-dimethyl-2-[(2,2',5'-trifluoro[1,1'-biphenyl]-3-yl)methyl]-pyrrolidine-1-carboxamide F[C@@H]1[C@@H]([C@@H](N(C1)C(=O)N(C)C)CC=1C(=C(C=CC1)C1=C(C=CC(=C1)F)F)F)NS(=O)(=O)C